N-(3(R)-tetrahydrofuranyl)-6-aminopurine O1C[C@@H](CC1)N1C=NC2=NC=NC2=C1N